ClC1=C(C=CC=C1)CS(=O)(=O)NC1=C(C=C(C=C1)N1C2=C(NC(CC1=O)=O)C1=CC=CC=C1C=C2)O 1-(2-chlorophenyl)-N-[4-(2,4-dioxo-1,2,3,4-tetrahydronaphtho[1,2-b][1,4]diazepin-5-yl)-2-hydroxyphenyl]methanesulfonamide